(R)-3-((4-(6-chloro-1-(pyrrolidin-3-yl)-1,2,3,4-tetrahydroquinolin-8-yl)thieno[3,2-d]pyrimidin-6-yl)methyl)-1-(2,2,2-trifluoroethyl)pyrimidine ClC=1C=C2CCCN(C2=C(C1)C=1C2=C(N=CN1)C=C(S2)CN2CN(C=CC2)CC(F)(F)F)[C@H]2CNCC2